CC1=C(C2=CC=CC=C2C(=C1)C(C)C)C dimethyl-4-(1-methylethyl)-naphthalene